2-chloro-4-methyl-4H-pyrrolo[2,3-d]thiazole ClC=1SC2=C(N1)N(C=C2)C